1-(3-ethoxy-4-methoxyphenyl)-2-(methyl-sulfonyl)-N-(trimethyl-silyl)ethyl-amine C(C)OC=1C=C(C=CC1OC)C(CS(=O)(=O)C)N[Si](C)(C)C